COC1=C(C=C(C=C1)C)N1N=C(C=2C=NC(=CC21)C=2C=NN1C2N=CC=C1)C(CN(C)C)N 1-(1-(2-methoxy-5-methylphenyl)-6-(pyrazolo[1,5-a]pyrimidin-3-yl)-1H-pyrazolo[4,3-c]pyridin-3-yl)-N2,N2-dimethylethane-1,2-diamine